3-(6-bromo-1-benzofuran-2-yl)-2-[(diphenylmethylidene)amino]propanenitrile BrC1=CC2=C(C=C(O2)CC(C#N)N=C(C2=CC=CC=C2)C2=CC=CC=C2)C=C1